(2R)-N-((R)-(5-chloro-6-(trifluoromethyl)pyridin-2-yl)(4,4-difluorocyclohexyl)-methyl)-2-methyl-3-oxopiperazine-1-carboxamide ClC=1C=CC(=NC1C(F)(F)F)[C@H](NC(=O)N1[C@@H](C(NCC1)=O)C)C1CCC(CC1)(F)F